3-ethyl-1,4-dimethyl-2,3-dihydro-1H-pyrrole C(C)C1CN(C=C1C)C